5-chloro-2-methyl-N-((1r,4r)-4-((2-oxo-3-phenyl-3,4-dihydro-quinazolin-1(2H)-yl)methyl)cyclohexyl)nicotinamide ClC=1C=NC(=C(C(=O)NC2CCC(CC2)CN2C(N(CC3=CC=CC=C23)C2=CC=CC=C2)=O)C1)C